6-(3,4-Dichlorophenyl)pyridazin-3-amine ClC=1C=C(C=CC1Cl)C1=CC=C(N=N1)N